2-(4-tert-butyl-N-(2-chloroacetyl)anilino)-N-cyclohexyl-2-(3-pyridinyl)acetamide C(C)(C)(C)C1=CC=C(N(C(CCl)=O)C(C(=O)NC2CCCCC2)C=2C=NC=CC2)C=C1